5-(benzo[d][1,3]dioxol-4-ylamino)-7-(cyclopropylamino)-N-(3-hydroxy-2,2-dimethylpropyl)pyrazolo[1,5-a]pyrimidine-3-carboxamide O1COC2=C1C=CC=C2NC2=NC=1N(C(=C2)NC2CC2)N=CC1C(=O)NCC(CO)(C)C